FC(C1=CC=C(OC2CCCC=3C=C[N+](=CC23)[O-])C=C1)(F)F 8-{4-(trifluoromethyl)phenoxy}-5,6,7,8-tetrahydroisoquinoline-2-oxide